L-α-methyltert-butylglycine C[C@H](NC(C)(C)C)C(=O)O